(S)-2-(((3,3-dibutyl-7-methylsulfanyl-1,1-dioxo-5-phenyl-2,3,4,5-tetrahydrobenzo[b][1,4]thiazepin-8-yl)methyl)amino)-3-hydroxypropionic acid C(CCC)C1(CN(C2=C(S(C1)(=O)=O)C=C(C(=C2)SC)CN[C@H](C(=O)O)CO)C2=CC=CC=C2)CCCC